4-methyl-N-(1-methylcyclopropyl)-3-nitro-benzenesulfonamide CC1=C(C=C(C=C1)S(=O)(=O)NC1(CC1)C)[N+](=O)[O-]